(E)-4,4,4-trifluoro-1-((3R,4R)-3-((5-fluoropyrimidin-2-yl)amino)-4-((4-(trifluoromethyl)benzyl)oxy)pyrrolidin-1-yl)but-2-en-1-one FC(/C=C/C(=O)N1C[C@H]([C@@H](C1)OCC1=CC=C(C=C1)C(F)(F)F)NC1=NC=C(C=N1)F)(F)F